OC(CCCCC)(C)C (2R)-6-hydroxyl-6-methylheptane